tert-Butyl 2-acrylamido-5,7-dimethyl-3-(5-(trifluoromethyl)benzo[d]thiazol-2-yl)-4,7-dihydrothieno[2,3-c]pyridine-6(5H)-carboxylate C(C=C)(=O)NC1=C(C2=C(C(N(C(C2)C)C(=O)OC(C)(C)C)C)S1)C=1SC2=C(N1)C=C(C=C2)C(F)(F)F